dichloroacetate ClC(C(=O)[O-])Cl